N-(3-chloro-5-(methylsulfonamido)phenyl)-5-(5-fluoropyrimidin-2-yl)-1-isopropyl-1H-pyrrole-3-carboxamide ClC=1C=C(C=C(C1)NS(=O)(=O)C)NC(=O)C1=CN(C(=C1)C1=NC=C(C=N1)F)C(C)C